[NH+]=1N=CN2C1CCC2 6,7-dihydro-5H-pyrrolo[2,1-c][1,2,4]triazolium